5-bromo-6-fluoro-2,3-dihydroinden-1-one BrC=1C=C2CCC(C2=CC1F)=O